FC(F)C1=CC=CC2=NC=C3C=CC=CC3=C12 (difluoromethyl)phenanthridine